O=C1NC(CCC1N1C(C2=CC=C(C=C2C1)C1N(CCC1)C(=O)OC(C)(C)C)=O)=O tert-Butyl 2-(2-(2,6-dioxopiperidin-3-yl)-1-oxoisoindolin-5-yl)pyrrolidine-1-carboxylate